N-(5-(2-(difluoromethyl)oxetane-2-carbonyl)-6-((2-fluoro-[1,1'-biphenyl]-3-yl)methyl)-5-azaspiro[2.4]heptan-7-yl)-1-fluoromethanesulfonamide FC(C1(OCC1)C(=O)N1CC2(CC2)C(C1CC=1C(=C(C=CC1)C1=CC=CC=C1)F)NS(=O)(=O)CF)F